ClC1=C(C=C2C(=CNC2=C1)C(=O)NOC)C=1C(=NC(=C(C1)F)N(C)C)OC 6-chloro-5-(6-(dimethylamino)-5-fluoro-2-methoxypyridin-3-yl)-N-methoxy-1H-indole-3-carboxamide